FC([C@@H]1CC[C@H](CC1)OC=1C=C(C2=C(CCO2)C1)NC(OC(C)(C)C)=O)(F)F tert-Butyl (5-(((trans)-4-(tri-fluoromethyl)cyclohexyl)oxy)-2,3-dihydrobenzofuran-7-yl)-carbamate